2-amino-N-[3,4-dichloro-2-(2-fluoro-5-methoxy-benzoyl)phenyl]propionamide gold (iii) chloride [Au](Cl)(Cl)Cl.NC(C(=O)NC1=C(C(=C(C=C1)Cl)Cl)C(C1=C(C=CC(=C1)OC)F)=O)C